C(=O)C=1N(N=C2C(N(CCC21)C(=O)OC(C)(C)C)C)C tert-butyl 3-formyl-2,7-dimethyl-5,7-dihydro-4H-pyrazolo[3,4-c]pyridine-6-carboxylate